6-chloro-N-(3-fluoro-2-methoxyphenyl)pyrido[3,2-d]pyrimidin-4-amine ClC=1C=CC=2N=CN=C(C2N1)NC1=C(C(=CC=C1)F)OC